2-chloro-6-(3,6-dihydro-2H-pyran-4-yl)pyridine Diethyl-malonimidate dihydrochloride Cl.Cl.C(C)C(C(O)=N)(C(O)=N)CC.ClC1=NC(=CC=C1)C=1CCOCC1